tert-butyl 4-(4-{4-[2-(2,6-dioxopiperidin-3-yl)-1,3-dioxoisoindol-5-yl]piperazin-1-yl}-butyl)piperazine-1-carboxylate O=C1NC(CCC1N1C(C2=CC=C(C=C2C1=O)N1CCN(CC1)CCCCN1CCN(CC1)C(=O)OC(C)(C)C)=O)=O